C[C] methyl-(carbon)